Imidazole-1-carboxylic acid tert-butyl ester C(C)(C)(C)OC(=O)N1C=NC=C1